1,7-diazabicyclo[5.3.2]dodecane N12CCCCCN(CCC1)CC2